N,N-bis(2-bromoethyl)acetamide BrCCN(C(C)=O)CCBr